C(C)(C)(C)OC(=O)N1CCC(CC1)N1C(=NC2=NC=CN=C2C1=O)SCC1=NC2=C(N1)C=CC=C2.O(C2=CC=CC=C2)N(C(=O)N)S(=O)(=O)C2=NC1=CC=CC=C1C=C2 phenoxyquinolinesulfonylurea tert-Butyl-4-(2-(((1H-benzo[d]imidazol-2-yl)methyl)thio)4-oxopteridin-3(4H)-yl)piperidine-1-carboxylate